ClC1=NC(=NC(=C1)C1=C(C=CC=C1C)C(C)C)N 4-chloro-6-(2-isopropyl-6-methyl-phenyl)pyrimidin-2-amine